ClC1=C2C3=C(N=CN=C3C=C1C1=CC=CC=3COCCOC31)N3[C@H](CO2)CN(CC3)C(C=C)=O 1-[(8aS)-6-Chloro-5-(2,3-dihydro-5H-1,4-benzodioxepin-9-yl)-8a,9,11,12-tetrahydropyrazino[2',1':3,4][1,4]oxazepino[5,6,7-de]quinazolin-10(8H)-yl]prop-2-en-1-one